BrC=1C=C(C=CC1Cl)C#CC1(CC1)N 1-((3-bromo-4-chlorophenyl)-ethynyl)cyclopropan-1-amine